O[C@@H]1C[C@H]2[C@H](CCC3=C(O2)C=C(C=C3)C(=O)O)[C@H]1\C=C\C([C@@H](C)C1=CC=CC=C1)O (1R,2R,3aS,10aR)-2-hydroxy-1-[(1E,3ξ,4S)-3-hydroxy-4-phenyl-1-penten-1-yl]-2,3,3a,9,10,10a-hexahydro-1H-benzo[b]cyclopenta[f]oxepin-6-carboxylic acid